(5-chloro-2-((3-cyanobenzyl)oxy)-4-((3'-(5-(hydroxymethyl)-1,2,4-oxadiazol-3-yl)-2,2'-dimethyl-[1,1'-biphenyl]-3-yl)methoxy)benzyl)-D-serine ClC=1C(=CC(=C(CN[C@H](CO)C(=O)O)C1)OCC1=CC(=CC=C1)C#N)OCC=1C(=C(C=CC1)C1=C(C(=CC=C1)C1=NOC(=N1)CO)C)C